2-chloro-9-phenyl-1-(triphenylsilyl)-9,9a-dihydro-1H-carbazole ClC=1C(C2N(C3=CC=CC=C3C2=CC1)C1=CC=CC=C1)[Si](C1=CC=CC=C1)(C1=CC=CC=C1)C1=CC=CC=C1